[Sn].[Au].[Ni].CC(CCCC(=O)OCC(O)CO)CCCC(CCCC(CCCC(C)C)C)C O-(5,9,13,17-tetramethyloctadecanoyl)glycerol nickel gold tin